FC1=C(CN2[C@@H](CCC2=O)CC(=O)N[C@@H](C(C)C)C(=O)OCC2=CC=C(C=C2)C#N)C=CC=C1F 4-Cyanobenzyl (2-((S)-1-(2,3-difluorobenzyl)-5-oxopyrrolidin-2-yl)acetyl)-L-valinate